Cl.N[C@@H](CC(=O)OC)C1=NC=CC(=C1)C1=C(C=CC=C1C)C methyl (S)-3-amino-3-(4-(2,6-dimethylphenyl)pyridin-2-yl)propanoate hydrochloride